C(C1=CC=CC=C1)O[C@@H]([C@H](CO[C@H]1O[C@@H]([C@@H]([C@@H]([C@H]1OCC1=CC=CC=C1)OCC1=CC=CC=C1)OCC1=CC=CC=C1)COCC1=CC=CC=C1)N)[C@@H](CCCCCCCCCCCCCC)OCC1=CC=CC=C1 (2S,3S,4R)-3,4-bis(benzyloxy)-1-((2S,3R,4S,5S,6R)-3,4,5-tris(benzyloxy)-6-(benzyloxymethyl)-tetrahydro-2H-pyran-2-yloxy)octadecan-2-amine